Benzyl ((S)-3-methyl-1-oxo-1-(((S)-1-oxo-1-(((S)-1-oxo-3-((S)-2-oxopyrrolidin-3-yl)propan-2-yl)amino)-3-phenylpropan-2-yl)amino)butan-2-yl)carbamate CC([C@@H](C(N[C@H](C(N[C@H](C=O)C[C@H]1C(NCC1)=O)=O)CC1=CC=CC=C1)=O)NC(OCC1=CC=CC=C1)=O)C